C(C)(C)(C)OC(C1=CC=C(C=C1)NC([C@H](CC1=CC=C(C=C1)[N+](=O)[O-])NC(C(=O)NC1=C(C=CC(=C1)Cl)N1N=NN=C1)=O)=O)=O (S)-4-(2-(2-((5-chloro-2-(1H-tetrazol-1-yl)phenyl)amino)-2-oxoacetamido)-3-(4-nitrophenyl)propanamido)benzoic acid tert-butyl ester